OC1=CC=C2C[C@H](N(CC2=C1)C)CNC(=O)N1CC2=CC=CC=C2CC1 (S)-N-((7-hydroxy-2-methyl-1,2,3,4-tetrahydroisoquinolin-3-yl)methyl)-3,4-dihydroisoquinoline-2(1H)-carboxamide